FC1(CC(CC1)CNCC=1C=CC=2N(C1)C=C(N2)CNC(=O)C=2N=C1N(C(C2)=O)C=CC=C1)F N-[[6-({[(3,3-difluorocyclopentyl)methyl]amino}methyl)imidazo[1,2-a]pyridin-2-yl]methyl]-4-oxo-4H-pyrido[1,2-a]pyrimidine-2-carboxamide